(4-(4-bromophenyl)-3-methylpiperazin-1-yl)(naphthalen-1-yl)methanone BrC1=CC=C(C=C1)N1C(CN(CC1)C(=O)C1=CC=CC2=CC=CC=C12)C